2-(benzyloxy)-1-ethaneamine C(C1=CC=CC=C1)OCCN